FC1=CC=C(C=C1)N1C=2N(C[C@@H](C1)CNC(C=C)=O)N=CC2 |o1:11| (R)- or (S)-N-((4-(4-fluorophenyl)-4,5,6,7-tetrahydropyrazolo[1,5-a]pyrimidin-6-yl)methyl)acrylamide